C(C)C1C(=NC=2C(C=NC(C21)=O)C(C)C)NC(C)C 3-ethyl-7-isopropyl-2-(isopropylamino)-3,7-dihydro-4H-pyrrolo[2,3-d]pyridin-4-one